BrC1=C(C=CC=C1)[C@@H]1CN(CCN1)C1=CC(=NC(=N1)C(C)C)N |r| (R/S)-6-(3-(2-bromophenyl)piperazin-1-yl)-2-isopropylpyrimidin-4-amine